(2R,3R,4S,SR)-4-[[3-(3-methoxy-2-pyridyl)-4,5-dimethyl-5-(trifluoromethyl)tetrahydrofuran-2-carbonyl]amino]pyridine-2-carboxamide COC=1C(=NC=CC1)[C@@H]1[C@@H](O[C@@]([C@H]1C)(C(F)(F)F)C)C(=O)NC1=CC(=NC=C1)C(=O)N |&1:11|